P(=O)(OCCCCCCCCCCCCC)(OCCCCCCCCCCCCC)OCCCCCCCCCCCCC tri(tridecyl) phosphate